COC1=C(C(=CC(=C1)C=1C2=C(C(N(C1)C)=O)NN=C2)OC)CC2CCN(CC2)C(CN2CCC(CC2)C2=CC=C(NC1C(NC(CC1)=O)=O)C=C2)=O 3-[4-[1-[2-[4-[[2,6-dimethoxy-4-(6-methyl-7-oxo-1H-pyrazolo[3,4-c]pyridin-4-yl)phenyl]methyl]-1-piperidyl]-2-oxo-ethyl]-4-piperidyl]anilino]piperidine-2,6-dione